[Si](C)(C)(C(C)(C)C)C1(C(C1)=O)CN (1-(tert-butyl(dimethyl)silyl)oxoCyclopropyl)methylamine